2-fluoro-6-hydroxy-3-(4,4,5,5-tetramethyl-1,3,2-dioxaborolan-2-yl)benzaldehyde FC1=C(C=O)C(=CC=C1B1OC(C(O1)(C)C)(C)C)O